O1CCC2=C1C=CC(=C2)S(=O)(=O)N2CC(C2)CN2N=C(C=CC2=O)N2N=C(C=C2C)C 2-[[1-(2,3-dihydro-1-benzofuran-5-ylsulfonyl)azetidin-3-yl]methyl]-6-(3,5-dimethylpyrazol-1-yl)pyridazin-3-one